1-naphthylmethylammonium C1(=CC=CC2=CC=CC=C12)C[NH3+]